C1(CCCC1)OC1C2C=CC(C1)(C2=O)C(=O)OC 5-cyclopentyloxy-methyl-oxycarbonyl-7-oxo-bicyclo[2.2.1]Hept-2-ene